BrC=1C(=C(C=CC1)NC(OC(C)(C)C)=O)Cl tert-butyl (3-bromo-2-chlorophenyl)carbamate